FC1=C(C(=CC=2SC(=CC21)C(=O)O)OC)OC 4-fluoro-5,6-dimethoxy-benzo[b]thiophene-2-carboxylic acid